C(C)(C)(C)OC(=O)N1C(C2(C1)CCC2)OCCO (2-hydroxyethoxy)-2-azaspiro[3.3]Heptane-2-carboxylic acid tert-butyl ester